furandicarboxylic dihydrazide O1C(=C(C=C1)C(=O)NN)C(=O)NN